(E)-6-(4-ethoxy-2-fluorophenyl)-N'-(3-methoxybenzylidene)pyrazine-2-carbohydrazide C(C)OC1=CC(=C(C=C1)C1=CN=CC(=N1)C(=O)N/N=C/C1=CC(=CC=C1)OC)F